(R)-5-(2-(2-(2-(2-(2-(tert-butoxycarbonyl)-3-(tritylthio)propanamido)ethoxy)ethoxy)ethoxy)ethylamino)-5-oxopentanoic acid C(C)(C)(C)OC(=O)[C@@H](C(=O)NCCOCCOCCOCCNC(CCCC(=O)O)=O)CSC(C1=CC=CC=C1)(C1=CC=CC=C1)C1=CC=CC=C1